5-((4-(6-chloropyridin-2-yl)piperazin-1-yl)methyl)-2-(2,4-dioxotetrahydropyrimidin-1(2H)-yl)isoindoline-1,3-dione ClC1=CC=CC(=N1)N1CCN(CC1)CC=1C=C2C(N(C(C2=CC1)=O)N1C(NC(CC1)=O)=O)=O